CC1=C(C(=O)N)C=CN=C1 methyl-isonicotinamide